1,2-bis(2,5-diisopropylphospholan-1-yl)benzene C(C)(C)C1P(C(CC1)C(C)C)C1=C(C=CC=C1)P1C(CCC1C(C)C)C(C)C